3-(4-((2-cyclopropylethyl)((1r,4r)-4-(((1-(trifluoromethyl)cyclopropyl)methyl)amino)cyclohexyl)amino)-7-fluoro-1-oxoisoindolin-2-yl)piperidine-2,6-dione C1(CC1)CCN(C1=C2CN(C(C2=C(C=C1)F)=O)C1C(NC(CC1)=O)=O)C1CCC(CC1)NCC1(CC1)C(F)(F)F